Methyl 3-chloro-5-fluoro-6-(p-tolyl)picolinate ClC=1C(=NC(=C(C1)F)C1=CC=C(C=C1)C)C(=O)OC